[5-(difluoromethyl)-1,3,4-thiadiazol-2-yl]-6-fluoro-1H-benzimidazol-2-one FC(C1=NN=C(S1)N1C(NC2=C1C=C(C=C2)F)=O)F